2-(6-(5-chloropyrimidin-2-yl)spiro[3.3]heptan-2-yl)-5-oxo-(6,7-dihydrothieno[3,2-d]pyrimidin-4-yl)amino-cyclobutyl-methanol dibenzyl-N,N-diisopropylphosphoramidite C(C1=CC=CC=C1)P(O)(N(C(C)C)C(C)C)(CC1=CC=CC=C1)OC(C1C(CC1)C1CC2(C1)CC(C2)C2=NC=C(C=N2)Cl)NC=2C1=C(N=CN2)CCS1=O